N,N'-dimethyl-N,N'-diphenylbenzidine CN(C1=CC=C(C=C1)C1=CC=C(N(C2=CC=CC=C2)C)C=C1)C1=CC=CC=C1